((3R)-7-chloro-8-(3-fluorophenoxy)-1-methyl-2-oxo-1,2,3,4-tetrahydroquinolin-3-yl)urea ClC1=CC=C2C[C@H](C(N(C2=C1OC1=CC(=CC=C1)F)C)=O)NC(=O)N